FC=1C=C2C=CC(=C(C2=CC1)C1=C(C=CC2=CC=CC=C12)OC(=O)NCCC=CC(=O)[O-])OC(=O)NCCC=CC(=O)[O-] (6-Fluoro-1,1'-binaphthyl-2,2'-diyl)bis(oxycarbonyl-iminoethane-2,1-diyl)bisacrylate